(4-bromo-2,6-dimethylphenyl)(piperidin-1-yl)methanone BrC1=CC(=C(C(=C1)C)C(=O)N1CCCCC1)C